(3-fluoropiperidin-3-yl)methanol FC1(CNCCC1)CO